2,5-DIOXO-PYRROLIDINE-3-CARBOXYLIC ACID O=C1NC(CC1C(=O)O)=O